2-(Fluoromethyl)isonicotinimidamide HCl salt Cl.FCC=1C=C(C(N)=N)C=CN1